(S)-4-(5,5-difluoro-4-hydroxy-3-((trifluoromethyl)sulfonyl)-4,5,6,7-tetrahydro-1H-indol-1-yl)-2-(trifluoromethyl)benzonitrile FC1([C@H](C=2C(=CN(C2CC1)C1=CC(=C(C#N)C=C1)C(F)(F)F)S(=O)(=O)C(F)(F)F)O)F